FC=1C(=NC=CC1)CNC(=O)C=1N=C(OC1)CCNCCC1=NC2=C(N1)C=C1CCCCC1=C2 N-((3-fluoropyridin-2-yl)methyl)-2-(2-((2-(5,6,7,8-tetrahydro-1H-naphtho[2,3-d]imidazol-2-yl)ethyl)amino)ethyl)oxazole-4-carboxamide